OC[C@@]1(N2[C@@H](C[C@@H](C1=O)CC2)C)COC([2H])([2H])[2H] (1R,2R,4S,6R)-2-(hydroxymethyl)-2-((methoxy-d3)methyl)-6-methylquinuclidin-3-one